C(CCCCCCCCCCCCC)NC(=O)C1N(CCN(C1)C(=O)OC(C)(C)C)C(=O)OCC1=CC=CC=C1 1-benzyl 4-(tert-butyl) 2-(tetradecylcarbamoyl)piperazine-1,4-dicarboxylate